(E)-N-(4-((4-([1,2,4]triazolo[1,5-a]pyridin-7-yloxy)-2-methoxy-5-methylphenyl)amino)-7-methoxyquinazolin-6-yl)-2-fluoro-4-methyl-4-(4-(oxetan-3-yl)piperazin-1-yl)pent-2-enamide N=1C=NN2C1C=C(C=C2)OC2=CC(=C(C=C2C)NC2=NC=NC1=CC(=C(C=C21)NC(/C(=C\C(C)(N2CCN(CC2)C2COC2)C)/F)=O)OC)OC